(1-(2-chloro-5-(1-(tetrahydro-2H-pyran-4-yl)-1H-pyrazol-4-yl)pyridin-4-yl)-4-(2,2-difluoroethyl)piperidin-4-yl)methanol ClC1=NC=C(C(=C1)N1CCC(CC1)(CC(F)F)CO)C=1C=NN(C1)C1CCOCC1